1-[2-(4-benzyloxy-2-ethyl-5-methyl-pyrazol-3-yl)oxazol-4-yl]-N-[(2,4-dimethoxyphenyl)methyl]-5-methyl-pyrazolo[3,4-C]pyridine-3-carboxamide C(C1=CC=CC=C1)OC1=C(N(N=C1C)CC)C=1OC=C(N1)N1N=C(C=2C1=CN=C(C2)C)C(=O)NCC2=C(C=C(C=C2)OC)OC